2-amino-N-isopropyl-5-(2-methyl-4-(3-methyl-3-phenylureido)phenyl)nicotinamide NC1=C(C(=O)NC(C)C)C=C(C=N1)C1=C(C=C(C=C1)NC(=O)N(C1=CC=CC=C1)C)C